OC(CN(CCCCC(=O)OCCN1CCN(CC1)CCSSCCCN(CC(CCCCCC\C=C/CCCCCCCC)O)CC(CCCCCC\C=C/CCCCCCCC)O)CC(CCCCCC\C=C/C\C=C/C\C=C/CC)O)CCCCCC\C=C/C\C=C/C\C=C/CC 2-(4-(2-((3-(Bis((Z)-2-hydroxyoctadec-9-en-1-yl)amino)propyl)disulfaneyl)ethyl)piperazin-1-yl)ethyl 5-(bis((9Z,12Z,15Z)-2-hydroxyoctadeca-9,12,15-trien-1-yl)amino)pentanoate